FC(CN1C(=NC=2C1=NC(=CC2)C=2C=CN1N=C(N=CC12)NC1CCC(CC1)C(=O)O)C)F 4-[[5-[3-(2,2-difluoroethyl)-2-methylimidazo[4,5-b]pyridin-5-yl]pyrrolo[2,1-f][1,2,4]triazin-2-yl]amino]cyclohexane-1-carboxylic acid